2-amino-N-(tetrahydro-3-furanyl)benzamide ethyl-(Z)-4-(tert-butoxy)-2-((dimethylamino)methylene)-3-oxobutanoate C(C)OC(\C(\C(COC(C)(C)C)=O)=C/N(C)C)=O.NC1=C(C(=O)NC2COCC2)C=CC=C1